1,3-bis(3-glycidylpropyl)tetramethyl-disiloxane C(C1CO1)CCC[Si](O[Si](CCCCC1CO1)(C)C)(C)C